ClC=1C=C(C=CC1)C=1C=C(C(=NC1)OC)CN1COCC1 3-[[5-(3-Chlorophenyl)-2-methoxy-3-pyridyl]methyl]oxazolidin